(E)-3-(((2,4-dioxoimidazolidin-1-yl)imino)methyl)-5-fluoro-4-hydroxy-N-(5-(3-(pyrrolidin-1-yl)phenyl)thiazol-2-yl)benzamide O=C1N(CC(N1)=O)\N=C\C=1C=C(C(=O)NC=2SC(=CN2)C2=CC(=CC=C2)N2CCCC2)C=C(C1O)F